[Si](C1=CC=CC=C1)(C1=CC=CC=C1)(C(C)(C)C)OC[C@@]12C[C@H](CN2C(CC1F)=O)F (6R,7aS)-7a-(((tert-butyldiphenylsilyl)oxy)methyl)-1,6-difluorohexahydro-3H-pyrrolizin-3-one